3-methyl-5-[({2-[(9R)-9-(pyridin-2-yl)-6-oxaspiro[4.5]decan-9-yl]ethyl}amino)methyl]pyridine-2-carbonitrile CC=1C(=NC=C(C1)CNCC[C@]1(CCOC2(CCCC2)C1)C1=NC=CC=C1)C#N